1-(1-(fluoromethyl)cyclopropyl)-4-((6-(pyridin-3-yl)pyridazin-3-yl)methyl)-1,4-dihydropyrazine-2,3-dione FCC1(CC1)N1C(C(N(C=C1)CC=1N=NC(=CC1)C=1C=NC=CC1)=O)=O